N-(2,4-dimethylcyclohexyl)-4-(1H-imidazol-1-yl)picolinamide CC1C(CCC(C1)C)NC(C1=NC=CC(=C1)N1C=NC=C1)=O